N-(5-chloro-4-(5,5-dimethyl-5,6-dihydro-4H-pyrrolo[1,2-b]pyrazol-3-yl)pyridin-2-yl)-2-(3-cyanophenyl)Propionamide ClC=1C(=CC(=NC1)NC(C(C)C1=CC(=CC=C1)C#N)=O)C1=C2N(N=C1)CC(C2)(C)C